CC1=C(C=CC(=C1)C(C(F)(F)F)(C(F)(F)F)F)[N+](=O)[O-] 2-methyl-4-(heptafluoropropan-2-yl)-nitrobenzene